((4-chloro-5-methoxypyridin-2-yl)(cyclopropyl)methyl)ethylamine ClC1=CC(=NC=C1OC)C(C1CC1)NCC